C(#CC)[C@@](N)(C)C(=O)O |o1:3| (S) or (R)-α-propynylalanine